3,5-dimethylhexyl acrylate C(C=C)(=O)OCCC(CC(C)C)C